(E)-2-(4-(2-(4-Cyclopropyl-1-(2,6-dichlorophenyl)-1H-1,2,3-triazol-5-yl)vinyl)piperidin-1-yl)-4-fluorobenzo[d]thiazole-6-carboxylic acid C1(CC1)C=1N=NN(C1/C=C/C1CCN(CC1)C=1SC2=C(N1)C(=CC(=C2)C(=O)O)F)C2=C(C=CC=C2Cl)Cl